C1(CC1)N1CCN(CC1)C=1C=C2C(NC(=NC2=CC1)C1=NN2C(C(NC(C2)C)C)=C1)=O 6-(4-Cyclopropylpiperazin-1-yl)-2-(4,6-dimethylpyrazolo[1,5-a]piperazin-2-yl)quinazolin-4(3H)-one